ClC1=CC(=C(C=C1/C=N/O)N1C(N(C(=CC1=O)C(C)(F)F)C)=O)F 3-{4-chloro-2-fluoro-5-[(E)-(hydroxyimino)methyl]phenyl}-6-(1,1-difluoroethyl)-1-methylpyrimidine-2,4(1H,3H)-dione